C(C)(C)OC1=CC(=CC2=C1C(N1C(CO2)CCC1)=O)C 6-isopropoxy-8-methyl-2,3,11,11a-tetrahydro-1H,5H-benzo[f]pyrrolo[2,1-c][1,4]oxazepin-5-one